3-(4-fluorophenyl)-7-methyl-2-thioxo-2,3-dihydroquinazolin-4(1H)-one FC1=CC=C(C=C1)N1C(NC2=CC(=CC=C2C1=O)C)=S